C[Si](O[Si](O[Si](C)(C)C)(CCC1CC2C(CC1)O2)C)(C)C 1,1,1,3,5,5,5-heptamethyl-3-[2-(3,4-Epoxycyclohexyl)ethyl]trisiloxane